O=C1C[C@@H](OC2=C1C=C(C=C2)C(F)(F)F)C(=O)NC21CC(C2)(C1)N1N=CC(=C1)OCCOC(F)(F)F (2R)-4-oxo-N-(3-{4-[2-(trifluoromethoxy)ethoxy]-1H-pyrazol-1-yl}bicyclo[1.1.1]pentan-1-yl)-6-(trifluoromethyl)-3,4-dihydro-2H-1-benzopyran-2-carboxamide